2,3-bis(trifluoromethyl)quinoxaline FC(C1=NC2=CC=CC=C2N=C1C(F)(F)F)(F)F